FC1=C(C(=O)O)C=CC=C1CN1N=C2C=CC(=CC2=C1)C(F)(F)F 2-fluoro-3-((5-(trifluoromethyl)-2H-indazol-2-yl)methyl)benzoic acid